N-(2,6-dioxo-3-piperidyl)-5-[9-[4-(4-nitrophenyl)piperazin-1-yl]-3-azaspiro[5.5]undecan-3-yl]pyrazine-2-carboxamide O=C1NC(CCC1NC(=O)C1=NC=C(N=C1)N1CCC2(CC1)CCC(CC2)N2CCN(CC2)C2=CC=C(C=C2)[N+](=O)[O-])=O